FC1=C(C(=O)OC)C=C(C(=C1)[N+](=O)[O-])N1C(=NC=C1)C Methyl 2-fluoro-5-(2-methyl-1H-imidazol-1-yl)-4-nitrobenzoate